P(O)(O)O.P(O)(O)O.C(C)(C)(C)C1=C(C=C(C=C1)C(C)(C)C)C(O)(C(CO)(CO)CO)C1=C(C=CC(=C1)C(C)(C)C)C(C)(C)C bis(2,5-di-t-butylphenyl)pentaerythritol bisphosphite